4-[4-(Dibutoxymethyl)piperidin-1-yl]-2,6-difluorobenzoic acid C(CCC)OC(C1CCN(CC1)C1=CC(=C(C(=O)O)C(=C1)F)F)OCCCC